ClC1=NC=C(C(=O)N)C(=C1)NC1=C(C=CC=C1)F 6-chloro-4-(2-fluoroanilino)nicotinamide